C(C)(C)(C)OC1=NC=C(C(=N1)OC(C)(C)C)C=1C=C(C=2N(N1)C=CN2)N2CC(CC2)(C)C#C 6-(2,4-di-tert-butoxypyrimidin-5-yl)-8-(3-ethynyl-3-methylpyrrolidin-1-yl)imidazo[1,2-b]pyridazine